4-((7S)-8-((5-ethynyl-7-methyl-1H-indole-4-yl)methyl)-1-oxo-8-azaspiro[4.5]dec-7-yl)benzoic acid C(#C)C=1C(=C2C=CNC2=C(C1)C)CN1[C@@H](CC2(CCCC2=O)CC1)C1=CC=C(C(=O)O)C=C1